(5-(5-chloro-2-methoxypyridin-4-yl)-1H-pyrazole-3-carbonyl)-N-(2,2-difluoro-2-phenylethyl)piperidine-4-carboxamide ClC=1C(=CC(=NC1)OC)C1=CC(=NN1)C(=O)N1CCC(CC1)C(=O)NCC(C1=CC=CC=C1)(F)F